FC1=C(C=C(C=C1C(F)(F)F)N1N=CC=2C1=CN=C(C2)N2CCOCC2)O 2-Fluoro-5-(5-morpholino-1H-pyrazolo[3,4-c]pyridin-1-yl)-3-(trifluoromethyl)phenol